4-((1-(4-(2-(2-Aminopyridin-3-yl)-5-(5-(fluoromethyl)pyridin-2-yl)-3H-imidazo[4,5-b]pyridin-3-yl)benzyl)piperidin-4-yl)amino)pyrimidine-2-carbonitrile NC1=NC=CC=C1C1=NC=2C(=NC(=CC2)C2=NC=C(C=C2)CF)N1C1=CC=C(CN2CCC(CC2)NC2=NC(=NC=C2)C#N)C=C1